C(C)N(CC)C1=CC=C(C=C1)B1OC(C)(C)C(C)(C)O1 4-(N,N-diethylamino)phenylboronic acid pinacol ester